methyl (E)-3-(1-((3,5-dichlorophenethyl)amino)-2,3-dihydro-1H-inden-5-yl)acrylate ClC=1C=C(CCNC2CCC3=CC(=CC=C23)/C=C/C(=O)OC)C=C(C1)Cl